CC=1N=C2N(N=C(C=C2C)C2=CC(=C3C(N(C=NC3=C2)C2CCN(CC2)C(=O)OC(C)(C)C)=O)C)C1 tert-butyl 4-(7-(2,8-dimethylimidazo[1,2-b]pyridazin-6-yl)-5-methyl-4-oxoquinazolin-3(4H)-yl)piperidine-1-carboxylate